C1=CC=CC=2C3=CC(=CC=C3NC12)C#N carbazole-6-carbonitril